3-(3-hydroxyphenyl)-4-methyl-2-[4-((Z)-3-piperidin-1-ylpropenyl)phenyl]-2H-chromen OC=1C=C(C=CC1)C=1C(OC2=CC=CC=C2C1C)C1=CC=C(C=C1)\C=C/CN1CCCCC1